4-(7-methoxy-8-(1-methyl-1H-pyrazol-3-yl)-1-(thiophen-3-yl)-1,4-dihydrobenzopyrano[4,3-c]pyrazole-3-carbonyl)-3,3-dimethylpiperazine-1-carboxylic acid tert-butyl ester C(C)(C)(C)OC(=O)N1CC(N(CC1)C(=O)C=1C2=C(N(N1)C1=CSC=C1)C1=C(OC2)C=C(C(=C1)C1=NN(C=C1)C)OC)(C)C